BrC1=C(N=C(S1)NC1=C(C=C(C=C1)F)F)C(CCC(=O)O)(CC)CC 4-[5-BROMO-2-(2,4-DIFLUOROANILINO)THIAZOL-4-YL]-4-ETHYL-HEXANOIC ACID